C(CC=C)N(S(=O)(=O)C1=CC=C(C=C1)C)C1=C(C=CC(=C1)C)C(=C)C1=CC=CC=C1 N-(but-3-en-1-yl)-4-methyl-N-(5-methyl-2-(1-phenylethenyl)phenyl)benzenesulfonamide